2,2,3,3-tetrafluoropropyl trifluoromethanesulfonate FC(S(=O)(=O)OCC(C(F)F)(F)F)(F)F